N1(CCC1)C(=O)C=1C=C2C(=NC1)N(C=N2)CC2=CC1=C(O[C@@H](CO1)C=1C=NC(=CC1)OC)C(=C2)OC (R)-azetidin-1-yl-(3-((8-methoxy-2-(6-methoxypyridin-3-yl)-2,3-dihydrobenzo[b][1,4]dioxin-6-yl)methyl)-3H-imidazo[4,5-b]pyridin-6-yl)methanone